7-(heptyloxy)-9-octyl-N-phenyl-9H-carbazole-2-amine C(CCCCCC)OC1=CC=C2C=3C=CC(=CC3N(C2=C1)CCCCCCCC)NC1=CC=CC=C1